3-(1-methyl-7-((((S)-pyrrolidin-3-yl)methyl)amino)-1H-indazol-3-yl)piperidine-2,6-dione hydrochloride Cl.CN1N=C(C2=CC=CC(=C12)NC[C@@H]1CNCC1)C1C(NC(CC1)=O)=O